N-[5-[[2-(3,3-dimethylazetidin-1-yl)acetyl]amino]-2-methyl-3-pyridyl]-6-(4-methyl-3-oxo-1,4-benzoxazin-8-yl)triazolo[1,5-a]pyridine-3-carboxamide CC1(CN(C1)CC(=O)NC=1C=C(C(=NC1)C)NC(=O)C=1N=NN2C1C=CC(=C2)C2=CC=CC=1N(C(COC12)=O)C)C